NC(CC(=O)O)C1=CC(=C(C=C1)O)O 3-amino-3-(3,4-dihydroxyphenyl)-propionic acid